OC=1C=CC(=C2C=CC=NC12)N=NC1=C(C=CC=C1)S(=O)(=O)O (8-hydroxy-5-quinolylazo)benzenesulfonic acid